4-((2r,4r,6r)-2-(difluoromethoxy)-7-((5-methoxy-7-methyl-1H-indol-4-yl)methyl)-7-azaspiro[3.5]nonan-6-yl)benzoic acid FC(OC1CC2(C1)C[C@@H](N(CC2)CC2=C1C=CNC1=C(C=C2OC)C)C2=CC=C(C(=O)O)C=C2)F